ClC1=C(C=C(C(=C1)Cl)OC(C(F)F)(F)F)N1C(N(COC1)[C@H](C(=O)OC)C)=O methyl (2S)-2-[5-[2,4-dichloro-5-(1,1,2,2-tetrafluoroethoxy)phenyl]-4-oxo-1,3,5-oxadiazinan-3-yl]propanoate